2,4-Dimethylcyclohex-3-ene-1-carbaldehyde CC1C(CCC(=C1)C)C=O